2-(2-methylmorpholino)pyrido[2,3-d]pyrimidine-6-carboxamide CC1OCCN(C1)C=1N=CC2=C(N1)N=CC(=C2)C(=O)N